C1(CC1)C1=CC(=NN1)C(F)F 5-cyclopropyl-3-(difluoromethyl)-1H-pyrazole